NC1=CC=C(C=C1)[C@]1(C(NC(CC1)=O)=O)CC (S)-3-(4-aminophenyl)-3-ethylpiperidin-2,6-dione